3-(2,3-difluoro-4-methyl-phenyl)-4-[4-[(3S)-1-(3-fluoropropyl)pyrrolidin-3-yl]oxyphenyl]-2H-thiochromen-7-ol FC1=C(C=CC(=C1F)C)C=1CSC2=CC(=CC=C2C1C1=CC=C(C=C1)O[C@@H]1CN(CC1)CCCF)O